4-(4'-chloro-[1,1'-biphenyl]-3-yl)-N,N-dimethyl-1,2,3,4-tetrahydronaphthalen-2-amine ClC1=CC=C(C=C1)C1=CC(=CC=C1)C1CC(CC2=CC=CC=C12)N(C)C